FC(CN1N=NC=2C1=NC(=CC2)C=2C=CN1N=C(N=C(C12)NC)NC1CCC(CC1)(O)C)F (1r,4r)-4-((5-(3-(2,2-Difluoroethyl)-3H-[1,2,3]triazolo[4,5-b]pyridin-5-yl)-4-(methylamino)pyrrolo[2,1-f][1,2,4]triazin-2-yl)amino)-1-methylcyclohexan-1-ol